C(C)C(CO)C(CCC)O.C(C)C(CO)C(CCC)O.C(C)C(CO)C(CCC)O.C(C)C(CO)C(CCC)O.[Ti+4] titanium (IV) tetrakis(2-ethyl-1,3-hexanediol)